(S)-N-(2,2-difluoro-1-(1-neopentyl-6-(6-oxo-2-(trifluoromethyl)-1,6-dihydropyridin-3-yl)-1H-indol-3-yl)ethyl)cyclopropanesulfonamide FC([C@H](C1=CN(C2=CC(=CC=C12)C1=C(NC(C=C1)=O)C(F)(F)F)CC(C)(C)C)NS(=O)(=O)C1CC1)F